C(C)(=O)C1=CC=C(C=C1)S(=O)(=O)C=1C=C(N(C1C)C)C(=O)NCC=1C=CC=C2C=NN(C12)C 4-(4-acetylphenyl)sulfonyl-1,5-dimethyl-N-[(1-methylindazol-7-yl)methyl]pyrrole-2-carboxamide